2',3-dichloro-5'-fluoro-4-hydroxy-6-methyl-2H-[1,4'-bipyridyl]-2-one ClC1=NC=C(C(=C1)N1C(C(=C(C=C1C)O)Cl)=O)F